Calcium sulfamat S(N)([O-])(=O)=O.[Ca+2].S(N)([O-])(=O)=O